C(C)(C)(C)OC(NC1(CCNCC1)CO)=O.OCCOC1=C(C=C(C=C1)C1(C2=CC=CC=C2C=2C=CC=CC12)C1=CC(=C(C=C1)OCCO)C(C)C)C(C)C 9,9-bis(4-(2-hydroxyethoxy)-3-isopropylphenyl)fluorene tert-butyl-N-[4-(hydroxymethyl)piperidin-4-yl]carbamate